N,N-dioctylanilinium tetrakis(pentafluorophenyl)borate FC1=C(C(=C(C(=C1[B-](C1=C(C(=C(C(=C1F)F)F)F)F)(C1=C(C(=C(C(=C1F)F)F)F)F)C1=C(C(=C(C(=C1F)F)F)F)F)F)F)F)F.C(CCCCCCC)[NH+](C1=CC=CC=C1)CCCCCCCC